ClC=1N=C(C2=C(N1)C=C(S2)C=O)N2CCOCC2 2-chloro-4-(morpholin-4-yl)thieno[3,2-d]pyrimidine-6-carbaldehyde